2,5-dimethoxy-4-isopropyl-thiophenethylamine COC1(SC(=C(C1)C(C)C)OC)CCN